SCSC1(CC(S1)C(C1SC(C1)(SCS)SCS)C1SC(C1)(SCS)SCS)SCS tris(4,4-bis(mercaptomethylthio)-2-thietanyl)methane